1-(2-hydroxyphenyl)-3-cyclopropylprop-2-yn-1-one OC1=C(C=CC=C1)C(C#CC1CC1)=O